N-(L-alanyl)-S-benzoyl-L-cysteine trifluoroacetate FC(C(=O)O)(F)F.N[C@@H](C)C(=O)N[C@@H](CSC(C1=CC=CC=C1)=O)C(=O)O